d-sedoheptulose OCC(=O)[C@@H](O)[C@H](O)[C@H](O)[C@H](O)CO